[4-Fluoro-3-(7-morpholin-4-yl-quinazolin-4-yl)-phenyl]thieno[2,3-d]-pyrimidin-4-yl-methanol FC1=C(C=C(C=C1)C(O)C=1C2=C(N=CN1)SC=C2)C2=NC=NC1=CC(=CC=C21)N2CCOCC2